N-methyl-5-(2,7-diazaspiro[3.5]nonan-7-yl)pyridinecarboxamide CNC(=O)C1=NC=C(C=C1)N1CCC2(CNC2)CC1